C(C)OC[C@@]1(CN(CC1)CC=1C=NC=CC1)CCC1=C(C=CC=C1)OC (S)-3-((3-(ethoxymethyl)-3-(2-methoxyphenethyl)pyrrolidin-1-yl)methyl)pyridine